C1(=CC=CC=C1)[SiH]([Si]([Si](Cl)(Cl)Cl)(C=C)C=C)C1=CC=CC=C1 diphenyl-divinyl-trichlorotrisilane